NC=1C=2N(C3=CC(=C(C=C3N1)F)C(=O)N1[C@H](COCC1)C1=CC=C(C=C1)C(F)(F)F)C(=NC2)C (S)-(4-amino-7-fluoro-1-methylimidazo[1,5-a]quinoxalin-8-yl)(3-(4-(trifluoromethyl)phenyl)morpholino)methanone